6-[3-[4-[[(6-cyclohexyl-hexyl)amino]carbonyl]-2-oxazolyl]-7-oxabicyclo[2.2.1]hept-2-yl]-4-hexenoic acid C1(CCCCC1)CCCCCCNC(=O)C=1N=C(OC1)C1C(C2CCC1O2)CC=CCCC(=O)O